N-[(2-methylphenyl)methyl]-2-[8-methyl-7-(pyrrolidine-1-carbonyl)-4,5-dihydrofuro[2,3-g]indazol-2-yl]acetamide CC1=C(C=CC=C1)CNC(CN1N=C2C3=C(CCC2=C1)OC(=C3C)C(=O)N3CCCC3)=O